2-Hydroxy-4-(4-methylthiazol-5-yl)benzonitrile OC1=C(C#N)C=CC(=C1)C1=C(N=CS1)C